3-Methoxy-5-methylbenzene-1,2-diol COC1=C(C(=CC(=C1)C)O)O